1,3-diethylamino-1,3-disilacyclobutane C(C)N[SiH]1C[SiH](C1)NCC